C1(CC1)C1=CC(=NC2=CC(=CC=C12)C(=O)N[C@@H](CO)C)C1=CC=C(C=C1)C(F)(F)F (R)-4-cyclopropyl-N-(1-hydroxypropan-2-yl)-2-(4-(trifluoromethyl)phenyl)quinoline-7-carboxamide